ClC=1C(=NC=C(C1Cl)NN)OC 3,4-dichloro-5-hydrazino-2-methoxypyridine